1-benzyl-4-bromo-6-methyl-1H-pyrazolo[3,4-b]Pyridine-5-carboxylic acid C(C1=CC=CC=C1)N1N=CC=2C1=NC(=C(C2Br)C(=O)O)C